C(C1=CC=CC=C1)N1C=2N(C3=C(C1=O)CN(CC3)CC3=CC=CC=C3)C=CN2 4,7-dibenzyl-6,7,8,9-tetrahydroimidazo[1,2-a]pyrido[3,4-e]pyrimidine-5(4H)-one